C(C)(C)(C)N(C(O)=O)C1=CC=C2C(=N1)N(C(=N2)C=2C(=NC=CC2)N)C2=CC=C(C=C2)CCl.C2(=CC(=CC=C2)C(CNC2=CC=CC=C2)C)C(CNC2=CC=CC=C2)C [1,3-phenylenebis(1-methyl-ethylene)]dianiline tert-Butyl-(2-(2-aminopyridin-3-yl)-3-(4-(chloromethyl)phenyl)-3H-imidazo[4,5-b]pyridin-5-yl)carbamate